chloro-5,6,7,8-tetrahydroisoquinoline-1-carbonitrile ClC=1N=C(C=2CCCCC2C1)C#N